FC(OC=1C=CC(=NC1OCC)[C@@H](CS(=O)(=O)C)N1C(N(C=2C1=NC=C(C2C)C2=C(C=CC=C2)F)C)=O)F (S)-3-(1-(5-(difluoromethoxy)-6-ethoxypyridin-2-yl)-2-(methylsulfonyl)ethyl)-6-(2-fluorophenyl)-1,7-dimethyl-1H-imidazo[4,5-b]pyridin-2(3H)-one